CC=1NC2=CC=CC=C2C1CCNCC1=CC=C(C=C1)C=CC(O)=N 3-[4-({[2-(2-methyl-1H-indol-3-yl)ethyl]amino}methyl)phenyl]prop-2-enimidic acid